rac-(3R,5R)-5-fluoropiperidin-3-ol hydrochloride Cl.F[C@@H]1C[C@H](CNC1)O |r|